2-fluoro-N-[4-fluoro-5-(2-morpholin-4-ylpyrimidin-5-yl)-2-[rac-(3R,5S)-3,4,5-trimethylpiperazin-1-yl]phenyl]-6-(trifluoromethyl)benzamide FC1=C(C(=O)NC2=C(C=C(C(=C2)C=2C=NC(=NC2)N2CCOCC2)F)N2C[C@H](N([C@H](C2)C)C)C)C(=CC=C1)C(F)(F)F |r|